(2R,3R,4R,5S,6R)-3-hexanamido-6-((hexanoyloxy)methyl)tetrahydro-2H-pyran-2,4,5-triyl triacetate C(C)(=O)O[C@H]1O[C@@H]([C@H]([C@@H]([C@H]1NC(CCCCC)=O)OC(C)=O)OC(C)=O)COC(CCCCC)=O